1-(4-bromo-3-fluoro-2-nitrophenyl)-4-methyl-1H-pyrazole-5-carboxylic acid methyl ester COC(=O)C1=C(C=NN1C1=C(C(=C(C=C1)Br)F)[N+](=O)[O-])C